C(=C)C=1C=C2N(N=CC=C2N2CC3CCC(C2)N3C(=O)OC(C)(C)C)C1 tert-butyl 3-(6-vinylpyrrolo[1,2-b]pyridazin-4-yl)-3,8-diazabicyclo[3.2.1]octane-8-carboxylate